1-isopropyl-3-methyl-8-(6-(4-methyl-1-(2-(pyrrolidin-1-yl)ethoxy)pentyl)pyridin-3-yl)-1H-imidazo[4,5-c]cinnolin-2(3H)-one C(C)(C)N1C(N(C=2N=NC=3C=CC(=CC3C21)C=2C=NC(=CC2)C(CCC(C)C)OCCN2CCCC2)C)=O